C(C)(C)(C)OC(N[C@@H]1[C@H](C[C@H](CC1)F)CO)=O ((1S,2S,4S)-4-fluoro-2-(hydroxymethyl)cyclohexyl)carbamic acid tert-butyl ester